7-(1-methyl-1H-pyrazol-4-yl)-N-(3-((methylsulfinyl)methyl)phenyl)quinazolin-2-amine CN1N=CC(=C1)C1=CC=C2C=NC(=NC2=C1)NC1=CC(=CC=C1)CS(=O)C